1-(3-(methylsulfonyl)benzyl)-1H-pyrazol CS(=O)(=O)C=1C=C(CN2N=CC=C2)C=CC1